(S)-3-Chloro-N-(1-(3,3-difluoropiperidin-1-yl)-3-methylbutan-2-yl)-4-fluoro-N-methylbenzamide ClC=1C=C(C(=O)N(C)[C@H](CN2CC(CCC2)(F)F)C(C)C)C=CC1F